BrC1=C(C=C(C=C1)N=C=O)N=C=O 4-bromo-1,3-phenylenediisocyanate